COC1=C(CNC#CC)C=CC=C1 N-(2-methoxybenzyl)propynylamine